(R)-1-(4-((1-(3-(difluoromethyl)-2-fluorophenyl)ethyl)amino)-7-methoxy-2-(oxetan-3-ylmethoxy)pyrido[2,3-d]pyrimidin-6-yl)cyclopropane-1-carbonitrile FC(C=1C(=C(C=CC1)[C@@H](C)NC=1C2=C(N=C(N1)OCC1COC1)N=C(C(=C2)C2(CC2)C#N)OC)F)F